3',7'-di(azetidin-1-yl)-5-chloro-N-(2-(2,5-dioxo-2,5-dihydro-1H-pyrrol-1-yl)ethyl)-3-oxo-3H-dispiro[isobenzofuran-1,10'-dibenzo[b,e]siline-5',1''-silinane]-6-carboxamide N1(CCC1)C=1C=CC2=C(C1)[Si]1(CCCCC1)C1=C(C23OC(C2=CC(=C(C=C23)C(=O)NCCN2C(C=CC2=O)=O)Cl)=O)C=CC(=C1)N1CCC1